1H-imidazol-1-yl-2,1,3-benzothiadiazole N1(C=NC=C1)C1=CC=CC2=NSN=C21